C(C)(C)(C)OC(NCC1=CC(=CC=C1)C=1OC2=C(C1)C=CC=C2CO)=O 3-(7-(hydroxymethyl)benzofuran-2-yl)benzylcarbamic acid tert-butyl ester